ClC=1C(=C2C(=NC1)NC(=N2)C2=CC=C(C=C2)N2CCN(CC2)CCCOC)NC2CCN(CC2)CCC 6-Chloro-2-{4-[4-(3-methoxypropyl)piperazin-1-yl]phenyl}-N-(1-propylpiperidin-4-yl)-3H-imidazo[4,5-b]pyridin-7-amine